6-(4-Cyclopropoxyphenyl)-3-(((S)-10-hydroxy-7-((R)-2-phenylpiperazine-1-carbonyl)-7-azaspiro[4.5]decan-10-yl)methyl)pyrimidin-4(3H)-one C1(CC1)OC1=CC=C(C=C1)C1=CC(N(C=N1)C[C@@]1(CCN(CC12CCCC2)C(=O)N2[C@@H](CNCC2)C2=CC=CC=C2)O)=O